ClC1=CC(=C(C=C1)[C@@]1(OC2=C(O1)C=CC=C2C2CCN(CC2)CC=2N(C(=C(N2)F)C=O)C[C@H]2OCC2)C)F 2-((4-((S)-2-(4-chloro-2-fluorophenyl)-2-methylbenzo[d][1,3]dioxol-4-yl)piperidin-1-yl)methyl)-4-fluoro-1-(((S)-oxetan-2-yl)methyl)-1H-imidazole-5-carbaldehyde